C1(=C(C=CC=C1)C1=C(C2=C(OC3=C2C=CC=C3)C=C1)C1=NN=NC(=C1C1=CC=CC=C1)C1=C(C=CC=C1)C1=CC=CC=C1)C1=CC=CC=C1 (biphenylyl)[(biphenylyl)phenyltriazinyl]dibenzofuran